NC1=NC=NN2C1=NC=C2C=2C=NN(C2)C=2C=C(C=NC2C)NC(C2=CC(=CC=C2)C(F)(F)F)=O N-(5-(4-(4-Aminoimidazo[2,1-f][1,2,4]triazin-7-yl)-1H-pyrazol-1-yl)-6-Methylpyridin-3-yl)-3-(trifluoromethyl)benzamide